ClC1=CC(=NC(=N1)C)NC=1SC(=CN1)C(=O)NC=1C(=NC=CC1)C 2-((6-chloro-2-methylpyrimidin-4-yl)amino)-N-(2-methylpyridin-3-yl)thiazole-5-carboxamide